N1=C(C=CC2=CC=CC=C12)C=1N=NNC1 4-(quinolin-2-yl)-1,2,3-triazole